[Na+].SCCCS(=O)(=O)[O-] 3-mercapto-1-propanesulfonate sodium